6-hexyl-4-phenyl-quinoline-2-formaldehyde C(CCCCC)C=1C=C2C(=CC(=NC2=CC1)C=O)C1=CC=CC=C1